COC=1C=C(C=C(C1)OC)N1C(=C(C=C1)F)C1=CC=C(C=C1)OC 1-(3,5-dimethoxyphenyl)-3-fluoro-2-(4-methoxyphenyl)-1H-pyrrole